(5-fluoro-2-methoxyphenyl)-2-isopropyl-1H-imidazole FC=1C=CC(=C(C1)N1C(=NC=C1)C(C)C)OC